C(C)N(C(=O)C1=NC=C(N=C1)N1[C@@H](C2=C(CC1)NC=N2)C2=NN1C(C(=CC=C1)F)=C2)C (S)-N-ethyl-5-(4-(4-fluoropyrazolo[1,5-a]pyridin-2-yl)-1,4,6,7-tetrahydro-5H-imidazo[4,5-c]pyridin-5-yl)-N-methylpyrazine-2-carboxamide